COC(C(CNC([C@@H](CC1=CC(=C(C=C1)OC)Cl)NC(=O)OC(C)(C)C)=O)(C)C)=O 3-((R)-2-((tert-Butoxycarbonyl)amino)-3-(3-chloro-4-methoxyphenyl)-propionamido)-2,2-dimethylpropanoic acid methyl ester